1,1'-(2-(4-(2-((2-(bis(2-hydroxydecyl)amino)ethyl)(2-hydroxydecyl)amino)ethyl)piperazin-1-yl)ethylazanediyl)didoDecan-2-ol OC(CN(CCN(CCN1CCN(CC1)CCN(CC(CCCCCCCCCC)O)CC(CCCCCCCCCC)O)CC(CCCCCCCC)O)CC(CCCCCCCC)O)CCCCCCCC